ClC1=NC(=CC(=C1)C(=O)N(C(C)C1=NC=CN=C1C1=NC=CN=C1)C)C1(CC1)C#N 2-chloro-6-(1-cyanocyclopropyl)-N-methyl-N-[1-(3-pyrazin-2-ylpyrazin-2-yl)ethyl]Pyridine-4-carboxamide